C(C)OC(=O)C=1OC2=C(C1C)C=C(C=C2)S(N(CCC2=CC=CC=C2)CC2=CC=C(C=C2)C(C)C)(=O)=O 3-Methyl-5-(N-(4-isopropylbenzyl)-N-phenethylsulfamoyl)benzofuran-2-carboxylic acid ethyl ester